FC(C(C(F)(F)F)OC(=O)N1CCC2(CCCN2CC2=C(C=CC=C2)Cl)CC1)(F)F.FC=1C=C(C2=C(CNS(O2)(O)O)C1)C=1C=C(C=CC1)C(C)=O 1-(3-(6-fluoro-2,2-dihydroxy-3,4-dihydrobenzo[e][1,2,3]oxathiazin-8-yl)phenyl)ethan-1-one 1,1,1,3,3,3-hexafluoropropan-2-yl-1-(2-chlorobenzyl)-1,8-diazaspiro[4.5]decane-8-carboxylate